FC1CN(CCC1NC1=CC=CC2=C1SC(=C2CC(F)(F)F)C#CCNC2=C(C=C(C=C2)P(C)(C)=O)OC(F)(F)F)C (4-((3-(7-(((Z)-3-fluoro-1-methylpiperidin-4-yl)amino)-3-(2,2,2-trifluoroethyl)benzo[b]thiophen-2-yl)prop-2-yn-1-yl)amino)-3-(trifluoromethoxy)phenyl)dimethylphosphine oxide